(S)-N-(1-(3-(difluoromethoxy)phenyl)ethyl)-4,4-dimethyl-3-oxopentanamide FC(OC=1C=C(C=CC1)[C@H](C)NC(CC(C(C)(C)C)=O)=O)F